CC1=C(C(=CC=C1)C)C=1N=C2NS(C3=CC=CC(C(N4CCCC(OC(C1)=N2)C4CC(C)C)=O)=C3)(=O)=O 18-(2,6-dimethylphenyl)-22-(2-methylpropyl)-2-oxa-14λ6-thia-7,15,17,20-tetraazatetracyclo[14.3.1.13,7.19,13]docosa-1(20),9(21),10,12,16,18-hexaene-8,14,14-trione